C([C@@H]1[C@@H](O)[C@H](O)[C@H](O1)CO)O 2,5-anhydro-mannitol